ClC=1C=C(OC2=C(C=C(C=C2)NC(CC2=C(C=C(C=C2Cl)C)Cl)=O)S(N)(=O)=O)C=CC1 N-[4-(3-chlorophenoxy)-3-sulfamylphenyl]-2-(2,6-dichloro-4-methylphenyl)acetamide